C(C)OC(=O)C1CC=2C=3C(=NCC4=NN=C(N4C3SC2C1)C1CC1)C1=C(C=CC=C1F)F 3-cyclopropyl-9-(2,6-difluorophenyl)-16-thia-2,4,5,8-tetraazatetracyclo[8.6.0.02,6.011,15]Hexadeca-1(10),3,5,8,11(15)-pentaene-13-carboxylic acid ethyl ester